Fluoro-4-vinylbenzene FC1=CC=C(C=C1)C=C